CN1CCC(CC1)C(=O)N 1-methyl-piperidine-4-carboxamide